ClC1=CC=C(C=C1)C(=O)C1=CC=C(C=C1)SCCCCCCCCCCCC (4-chloro-phenyl)-(4-dodecylsulfanylphenyl)-methanone